1-methyl-5-(1-phenylethoxycarbonylamino)-1H-imidazol CN1C=NC=C1NC(=O)OC(C)C1=CC=CC=C1